phenyl methanesulfonat CS(=O)(=O)OC1=CC=CC=C1